(S)-Benzyl 7-(2-methoxy-2-oxoethyl)-1,4-oxazepane-4-carboxylate COC(C[C@@H]1CCN(CCO1)C(=O)OCC1=CC=CC=C1)=O